1-[4-Nitro-2-(trifluoromethyl) phenyl]Ethyl nitrate [N+](=O)(OC(C)C1=C(C=C(C=C1)[N+](=O)[O-])C(F)(F)F)[O-]